C(#N)C=1C(=NN2C1C=CC(=C2)C=2C=NN(C2)C)C(=O)O 3-cyano-6-(1-methyl-1H-pyrazol-4-yl)pyrazolo[1,5-a]pyridine-2-carboxylic acid